CC1=NC=CC(=C1)C=1CCN(CC1)C(=O)OC(C)(C)C tert-butyl 2'-methyl-3,6-dihydro-[4,4'-bipyridine]-1(2H)-carboxylate